(3R)-3-hydroxydecanoic acid allyl ester C(C=C)OC(C[C@@H](CCCCCCC)O)=O